N-(1-benzyl-3,3,3-trifluoro-1-methyl-propyl)-8-fluoro-quinoline-3-carboxamide C(C1=CC=CC=C1)C(CC(F)(F)F)(C)NC(=O)C=1C=NC2=C(C=CC=C2C1)F